CN1CCC(CC1)N1N=CC(=C1)B1OC(C(O1)(C)C)(C)C 1-methyl-4-[4-(tetramethyl-1,3,2-dioxaborolan-2-yl)-1H-pyrazol-1-yl]piperidine